C(#N)C=1C=NN2C1C(=CC(=C2)C=2C(=NN(C2)C2CCN(CC2)C(=O)OC(C)(C)C)C)OC tert-Butyl 4-(4-[3-cyano-4-methoxypyrazolo[1,5-a]pyridin-6-yl]-3-methylpyrazol-1-yl)piperidine-1-carboxylate